N,N-dimethyl-(4-bromo-1H-pyrazol-1-yl)phenylacetamide 1-acetyl-3,4-dimethylcyclohex-3-en-1-yl-2-naphthoate C(C)(=O)C1(CC(=C(CC1)C)C)OC(=O)C1=CC2=CC=CC=C2C=C1.CN(C(C(C1=CC=CC=C1)N1N=CC(=C1)Br)=O)C